OC1C2C3CCCC3C(C1)C2 8-Hydroxytricyclo[5.2.1.02,6]decane